FC=1C=2N(C=C(C1)NC(=O)C1=CC=C(C3=CN(N=C13)C)N1CCC(CC1)NC)C=C(N2)C N-{8-fluoro-2-methylimidazo[1,2-a]pyridin-6-yl}-2-methyl-4-[4-(methylamino)piperidin-1-yl]indazole-7-carboxamide